tert-Butyl 4-(((6-chloro-3-((4-chlorophenyl)amino)-9-tosyl-9H-carbazol-1-yl)oxy)methyl)piperidine-1-carboxylate ClC=1C=C2C=3C=C(C=C(C3N(C2=CC1)S(=O)(=O)C1=CC=C(C)C=C1)OCC1CCN(CC1)C(=O)OC(C)(C)C)NC1=CC=C(C=C1)Cl